4-Propyl-1-[3-(triethoxysilyl)propyl]-1,2,3-triazole C(CC)C=1N=NN(C1)CCC[Si](OCC)(OCC)OCC